rac-(2-chloro-3-methoxyphenyl)((3R,9aS)-3-(2,4-dimethylthiazol-5-yl)-3-hydroxyhexahydropyrazino[2,1-c][1,4]oxazin-8(1H)-yl)methanone ClC1=C(C=CC=C1OC)C(=O)N1C[C@H]2CO[C@@](CN2CC1)(O)C1=C(N=C(S1)C)C |r|